2,6-dichloro-N-(4-(6-nitro-2-oxo-2H-chromen-4-ylamino)phenyl)benzamide ClC1=C(C(=O)NC2=CC=C(C=C2)NC2=CC(OC3=CC=C(C=C23)[N+](=O)[O-])=O)C(=CC=C1)Cl